C(C)(=O)N1CCN(CC1)CC1=CC2=C(C(=N1)OC)N=C(N2)C(NC(=O)C=2N(N=CC2)C)C2CCCCCCC2 N-[{6-[(4-acetylpiperazin-1-yl)methyl]-4-methoxy-1H-imidazo[4,5-c]pyridin-2-yl}-(cyclooctyl)methyl]-2-methylpyrazole-3-carboxamide